NC(C)C=1C=C(C=C(C1)C(F)(F)F)CC(C)O [3-(1-aminoethyl)-5-(trifluoromethyl)phenyl]propan-2-ol